(5's)-5'-methyl-7H-spiro[furo[3,4-b]pyridine-5,3'-pyrrolidine]-1'-carboxylic acid tert-butyl ester C(C)(C)(C)OC(=O)N1CC2(C[C@@H]1C)OCC1=NC=CC=C12